FC(C1=NN(C=C1C(=O)NC1=C2[C@@H](CC(C2=CC=C1)(C)C)C)C)F 3-(difluoromethyl)-N-[(R)-2,3-dihydro-1,1,3-trimethyl-1H-inden-4-yl]-1-methyl-1H-pyrazole-4-carboxamide